Cl.C1NC[C@@H]2CN(CC[C@@H]21)C=2C=NC=C(C2)C(F)(F)F |r| rac-3-[(3aR,7aS)-octahydro-1H-pyrrolo[3,4-c]pyridin-5-yl]-5-(trifluoromethyl)pyridine hydrochloride